5-(4-(9-fluorenylmethyloxycarbonyl)aminomethyl-3,5-dimethoxy-phenoxy)valeric acid C1=CC=CC=2C3=CC=CC=C3C(C12)COC(=O)NCC1=C(C=C(OCCCCC(=O)O)C=C1OC)OC